COC1=CC=C(C=C1)NN=C(C1=CC=CC=C1)C1=CC=CC=C1 N-(4-methoxyphenyl)benzophenone hydrazone